(3-acetamido-5-methoxyphenoxy)-6-bromoquinoline 1-oxide C(C)(=O)NC=1C=C(OC2=[N+](C3=CC=C(C=C3C=C2)Br)[O-])C=C(C1)OC